N[C@@H]1C[C@@H](CCC1)C(=O)O (1R,3S)-3-AMINO-CYCLOHEXANECARBOXYLIC ACID